C(=C)C1=NNC2=CC=C(C=C12)N 3-vinyl-1H-indazol-5-amine